CC1(OCC(O1)CN1N=CC(=C1)CO)C (1-((2,2-dimethyl-1,3-dioxolan-4-yl)methyl)-1H-pyrazol-4-yl)methanol